2-(2-((tert-butyldimethylsilyl)oxy)ethyl)-5-(2-chloro-5-fluoropyrimidin-4-yl)-4-(trifluoromethyl)thiazole [Si](C)(C)(C(C)(C)C)OCCC=1SC(=C(N1)C(F)(F)F)C1=NC(=NC=C1F)Cl